C(C)N(C(C1=C(C=CC(=C1)F)C1=CC(=NC(=C1)C1CC1)N1C=C(C=2C=C(NC2C1=O)CN1C[C@H](CCC1)C)C1CC1)=O)CC N,N-diethyl-2-[2-(2-{[(s)-3-methyl-1-piperidyl]methyl}-4-cyclopropyl-7-oxo-1,6-dihydro-1,6-diaza-6-indenyl)-6-cyclopropyl-4-pyridyl]-5-fluorobenzamide